N1=CN=C(C=C1)C1=NC=CC(=C1)C1=NOC(=N1)C(F)(F)F 3-(2-(pyrimidin-4-yl)pyridin-4-yl)-5-(trifluoromethyl)-1,2,4-oxadiazole